ClC1=CC(=NC=C1C(C)(C)O)NC1=CC(=C(N=N1)C(=O)NC([2H])([2H])[2H])NC1=NC(=CC=C1S(=O)(=O)C)OC 6-{[4-chloro-5-(2-hydroxypropan-2-yl)pyridin-2-yl]amino}-4-[(3-methanesulfonyl-6-methoxypyridin-2-yl)amino]-N-(2H3)methylpyridazine-3-carboxamide